Cl.C(=O)CCP(CCC=O)CCC=O tris-(2-formylethyl)phosphorus hydrochloride